O1C[C@H](CC1)C1=CC(=CC2=C1N=CS2)C(=O)O 4-[(3R)-oxolan-3-yl]-1,3-benzothiazole-6-carboxylic acid